C[Si](O[Si](CCCN(C(O)=O)C=C)(O[Si](C)(C)C)O[Si](C)(C)C)(C)C.C[Si](O[Si](CCCN(C(O)=O)CC=C)(O[Si](C)(C)C)O[Si](C)(C)C)(C)C.C(CC)[Si](O[Si](C)(C)C)(O[Si](C)(C)C)O[Si](C)(C)C propyl-[tris(trimethylsiloxy)silane] 3-[tris(trimethylsiloxy)silyl]propyl-allyl-carbamate 3-[tris(trimethylsiloxy)silyl]propyl-vinyl-carbamate